O=C1NC(CCC1OC=1C=C(C=CC1)C1CCN(CC1)C(=O)OC(C)(C)C)=O tert-butyl 4-(3-((2,6-dioxopiperidin-3-yl)oxy)phenyl)piperidine-1-carboxylate